FC=1C=C(C=CC1F)[C@@H]1N(OCC1)C1=CC(=NC=N1)NC=1C(=CC(=C(C1)NC(C=C)=O)N1CCC(CC1)N1CCN(CC1)CC)OC N-(5-((6-((R)-3-(3,4-difluorophenyl)isoxazolidine-2-yl)pyrimidine-4-yl)amino)-2-(4-(4-ethylpiperazine-1-yl)piperidine-1-yl)-4-methoxyphenyl)acrylamide